tert-butyl 4-(6-(aminomethyl)pyridin-2-yl)piperazine-1-carboxylate NCC1=CC=CC(=N1)N1CCN(CC1)C(=O)OC(C)(C)C